5-chloro-N-[(4-methoxyphenyl)methyl]-2,3-dihydro-1H-inden-2-amine ClC=1C=C2CC(CC2=CC1)NCC1=CC=C(C=C1)OC